cytidine choline salt OCC[N+](C)(C)C.[C@@H]1([C@H](O)[C@H](O)[C@@H](CO)O1)N1C(=O)N=C(N)C=C1